CC1=NC=2NC(CCC2C=C1)=O Methyl-7-oxo-6,8-dihydro-5H-1,8-naphthyridine